C(C1=CC=CC=C1)O[C@H]1[C@@H](O[C@@H]([C@@H]([C@@H]1N1N=NC(=C1)C1=CC(=C(C(=C1)F)F)F)OCC1=CC=CC=C1)COCC1=CC=CC=C1)SC(C(=O)O)C1CCOCC1 2-(((2S,3R,4S,5R,6R)-3,5-bis(Benzyloxy)-6-((benzyloxy)methyl)-4-(4-(3,4,5-trifluorophenyl)-1H-1,2,3-triazol-1-yl)tetrahydro-2H-pyran-2-yl)thio)-2-(tetrahydro-2H-pyran-4-yl)acetic acid